CC1CC2C(C=CC(C2CC1)=C)=C 6-methyl-1,4-dimethylene-1,4,4a,5,6,7,8,8a-octahydronaphthalene